C(C)(=O)N1CC(C1)([N+](=O)[O-])[N+](=O)[O-] 1-acetyl-3,3-dinitroazetidine